N-[2-[4-(1-Hydroxy-1-methyl-ethyl)cyclohexyl]-6-morpholino-1-oxo-isoindolin-5-yl]pyrazolo[1,5-a]pyrimidine-3-carboxamide OC(C)(C)C1CCC(CC1)N1C(C2=CC(=C(C=C2C1)NC(=O)C=1C=NN2C1N=CC=C2)N2CCOCC2)=O